BrC1=CC=C(C=C1)C(\C=C\C=1C=C2N=CC=NC2=CC1)=O (E)-1-(4-bromophenyl)-3-(quinoxalin-6-yl)prop-2-en-1-one